N=1C=CN2C1C=CC(=C2)C(C(=O)OC)=O methyl 2-(imidazo[1,2-a]pyridin-6-yl)-2-oxoacetate